N-(1-(4-(cyclopropanesulfonamido)pyridin-2-yl)-3-((R)-3-fluoropyrrolidin-1-yl)propyl)-5-(6-ethoxypyrazin-2-yl)thiazole-2-carboxamide C1(CC1)S(=O)(=O)NC1=CC(=NC=C1)C(CCN1C[C@@H](CC1)F)NC(=O)C=1SC(=CN1)C1=NC(=CN=C1)OCC